OC=1C=C(C=C(C#N)C#N)C=CC1O (3,4-dihydroxybenzylidene)malononitrile